2,4,4-trimethylpentylperoxyphenoxyacetate CC(COOC(C(=O)[O-])OC1=CC=CC=C1)CC(C)(C)C